tert-butyl N-(3,4-dimethylisothiazol-5-yl)carbamate CC1=NSC(=C1C)NC(OC(C)(C)C)=O